[Na+].COCCCOC1=C(C(=NC=C1)CS(=O)C1=NC2=C([N-]1)C=CC=C2)C 2-[4-(3-Methoxypropoxy)-3-methylpyridin-2-ylmethylsulfinyl]benzimidazol-1-ide sodium salt